O=C[C@H](O)[C@@H](O)[C@H](O)[C@H](O)C(=O)O (D)-glucuronic acid